BrC1=CC=C2C(N(C3(C2=C1)CC3)C)=O 6'-bromo-2'-methylspiro[cyclopropane-1,1'-isoindolin]-3'-one